NC1=NN2C(C=C(C=C2)C=2C=C(C=NC2OC)C(=O)NCC2=C(C=CC=C2F)OCC2CCC2)=N1 5-{2-amino-[1,2,4]triazolo[1,5-a]pyridin-7-yl}-N-{[2-(cyclobutylmethoxy)-6-fluorophenyl]methyl}-6-methoxypyridine-3-carboxamide